COC1=CC=C(C=C1)C1=C(C=C(C=C1)C1=NNC(O[C@H]1C)=O)C(F)(F)F (6S)-5-[4'-Methoxy-2-(trifluoromethyl)[1,1'-biphenyl]-4-yl]-6-methyl-3,6-dihydro-2H-1,3,4-oxadiazin-2-on